(4-chloro-3,5-difluorophenyl)acrylic acid ClC1=C(C=C(C=C1F)C(C(=O)O)=C)F